N1CCC(CC1)/C(=N/O)/C1=C(C=C(C=C1)F)F (Z)-(2,4-difluorophenyl) (piperidine-4-yl) ketoxime